N-(2'-chloro-3'-(2,6-dioxopiperidin-3-yl)-[1,1'-biphenyl]-4-yl)isoxazole-5-carboxamide ClC1=C(C=CC=C1C1C(NC(CC1)=O)=O)C1=CC=C(C=C1)NC(=O)C1=CC=NO1